[Si](C)(C)(C(C)(C)C)OCCC1C(C(NC(C1)=O)C1=C(C=CC(=C1)F)Cl)C(=O)OC methyl 4-{2-[(tert-butyldimethylsilyl)oxy]ethyl}-2-(2-chloro-5-fluorophenyl)-6-oxopiperidine-3-carboxylate